1-(2,6-dichlorophenyl)-4-((6-(4-isopropyl-4H-1,2,4-triazol-3-yl)pyridin-3-yl)amino)-1H-pyrazole-3-carboxamide ClC1=C(C(=CC=C1)Cl)N1N=C(C(=C1)NC=1C=NC(=CC1)C1=NN=CN1C(C)C)C(=O)N